4-[(6-methyl-3-pyridinyl)methoxy]pyridin-2-amine CC1=CC=C(C=N1)COC1=CC(=NC=C1)N